C(#N)[C@H](C[C@H]1C(NC2(CC2)C1)=O)NC(=O)C1N(CC2(CCC2)C1)C([C@H](C(C)(C)C)NC(C(F)(F)F)=O)=O N-[(1S)-1-cyano-2-[(6R)-5-oxo-4-azaspiro[2.4]heptan-6-yl]ethyl]-6-[(2S)-3,3-dimethyl-2-[(2,2,2-trifluoroacetyl)amino]butanoyl]-6-azaspiro[3.4]octane-7-carboxamide